C(C1CO1)OCCCCCCCCCCCCCCCCCCCCCCC tricosyl glycidyl ether